C(C)N1C2=CC=C(C=C2C=2C=C(C=CC12)C1CC(CC1)CC(=O)C1=CC=CC=C1)C(C1=C(C=CC=C1)C)=O 1-[9-ethyl-6-(2-methylbenzoyl)-9H-carbazol-3-yl]-3-cyclopentylacetophenone